C(C1=CC=CC=C1)OC(=O)N1CCC(CC1)OC1CC(C1)COC1CCN(CC1)C(=O)OC(C)(C)C tert-butyl 4-[[3-[(1-benzyloxycarbonyl-4-piperidyl)oxy]cyclobutyl]methoxy]piperidine-1-carboxylate